(R,E)-4-(3-(4-(dimethylamino)but-2-enamido)phenyl)-N-(8-methylisoquinolin-1-yl)-N-(piperidin-3-yl)piperidine-1-carboxamide formic acid salt C(=O)O.CN(C/C=C/C(=O)NC=1C=C(C=CC1)C1CCN(CC1)C(=O)N([C@H]1CNCCC1)C1=NC=CC2=CC=CC(=C12)C)C